C(C)C(=O)CC ethylketone